ClC1=C(C(=C(C=C1)C)OCOC)C=C(F)F 1-chloro-2-(2,2-difluorovinyl)-3-(methoxymethoxy)-4-methylbenzene